[Si](C)(C)(C(C)(C)C)O[C@@H](C(=O)OC(C)(C)C)COC1=CC=C(C=C1)C=C tert-butyl (R)-2-((tert-butyldimethylsilyl)oxy)-3-(4-vinylphenoxy)propanoate